3-(2-(2-aminophenyl)acetamido)-N-(4-(methylsulfonyl)phenyl)benzamide NC1=C(C=CC=C1)CC(=O)NC=1C=C(C(=O)NC2=CC=C(C=C2)S(=O)(=O)C)C=CC1